(2S)-2-aminosuccinic acid N[C@H](C(=O)O)CC(=O)O